(4-bromophenyl)-5-methyl-1H-pyrazole-3-carboxylic acid ethyl ester C(C)OC(=O)C1=NN(C(=C1)C)C1=CC=C(C=C1)Br